C(C)(C)(C)S(=O)\N=C\C1=NC=C(C(=O)OC)C=C1 methyl (E)-6-(((tert-butylsulfinyl)imino)methyl)nicotinate